Cl.NC1CC(CC1)O 3-aminocyclopentan-1-ol, hydrochloride salt